SCC(C(=O)OCC(COC(C(CS)C)=O)(COCC(COC(C(CS)C)=O)(COC(C(CS)C)=O)COC(C(CS)C)=O)COC(C(CS)C)=O)C dipentaerythritol hexa(3-mercapto-2-methylpropionate)